4-amino-1-(3-(cyclopentylamino)benzyl)-1H-imidazo[4,5-c]quinolin-2(3H)-one NC1=NC=2C=CC=CC2C2=C1NC(N2CC2=CC(=CC=C2)NC2CCCC2)=O